5-[4-Fluoro-2-(1,2,3,6-tetrahydropyridin-4-yl)-1,3-benzothiazol-6-yl]-2-methyl-2H-indazol-7-carbonitril FC1=CC(=CC2=C1N=C(S2)C=2CCNCC2)C2=CC1=CN(N=C1C(=C2)C#N)C